C(C1=CC=CC=C1)C1=C(C(=CC(=C1O)O)C1=CC(=CC(=C1)C(F)(F)F)C(F)(F)F)S(=O)(=O)N benzyl-4,5-dihydroxy-3',5'-bis(trifluoromethyl)-[1,1'-biphenyl]-2-sulfonamide